NCC=1C=C(C=CC1)C1=CC2=C(C(=CO2)COC2=C(C=CC=C2)CC(=O)O)C=C1 2-(2-((6-(3-(aminomethyl)phenyl)benzofuran-3-yl)methoxy)phenyl)acetic acid